CC1=C2NCCN(C2=CC=C1)C=1C(N2CCCCCCOC=3C=CC=C(NC4=NC=C(C1)C2=N4)C3)=O 17-(5-methyl-3,4-dihydro-2H-quinoxalin-1-yl)-8-oxa-2,15,21,22-tetrazatetracyclo[13.6.2.13,7.019,23]tetracosa-1(21),3,5,7(24),17,19,22-heptaen-16-one